ClC=1C(=NC=CC1C1=NC(=C(C=C1)C=O)OC)C=1C(=C(C=CC1)NC(C1=NC=C(C=C1)CN1CC(C1)O)=O)C N-(3-(3'-chloro-5-formyl-6-methoxy-[2,4'-bipyridin]-2'-yl)-2-methylphenyl)-5-((3-hydroxyazetidin-1-yl)methyl)picolinamide